BrC1=CN=C2N1N=C(C=C2)N2CCC1(CCOCC1)CC2 9-(3-Bromoimidazo[1,2-b]pyridazin-6-yl)-3-oxa-9-azaspiro[5.5]undecane